(S)-2-nonen CC=CCCCCCC